N-[(4-hydroxy-3-methoxyphenyl)methyl]-7-cyclopentyl-6-heptynyl-amide OC1=C(C=C(C=C1)C[N-]CCCCCC#CC1CCCC1)OC